N[C@H]1C=C(CC1=C(F)F)C(=O)O (S)-3-amino-4-(difluoromethylene)cyclopent-1-ene-1-carboxylic acid